(1RS,5RS,1RS,5SR)-5-(4-chlorobenzyl)-2,2-dimethyl-1-(1H-1,2,4-triazol-1-ylmethyl)cyclopentanol ClC1=CC=C(C[C@H]2CCC([C@@]2(O)CN2N=CN=C2)(C)C)C=C1 |r|